O6-Phenyl-2'-deoxyinosine C1[C@@H]([C@H](O[C@H]1N2C=NC3=C2N=CN=C3OC4=CC=CC=C4)CO)O